C(C)(C)OC1=C(C(=O)C2=CC=C(C=C2)O)C=CC(=C1)OC(C)C 2,4-diisopropyloxy-4'-hydroxybenzophenone